OC1=C(C=C(C=C1C)CCO)N1N=C2C(=N1)C=CC=C2 2-[2'-hydroxy-3'-methyl-5'-(2-hydroxyethyl)phenyl]-2H-benzotriazole